N-(5-Chloro-6-(1-methyl-1H-pyrazol-3-yl)pyridin-3-yl)-1-(8-fluorochinolin-5-yl)-5-(trifluoromethyl)-1H-pyrazol-4-carboxamid ClC=1C=C(C=NC1C1=NN(C=C1)C)NC(=O)C=1C=NN(C1C(F)(F)F)C1=C2C=CC=NC2=C(C=C1)F